2-(5-(cyclopropylmethyl)-3-(4-fluoro-3-((1-methyl-1H-pyrazol-4-yl)ethynyl)phenyl)-4-(3-fluoro-4-sulfamoylbenzyl)-1H-pyrazol-1-yl)thiazole-4-carboxylic acid C1(CC1)CC1=C(C(=NN1C=1SC=C(N1)C(=O)O)C1=CC(=C(C=C1)F)C#CC=1C=NN(C1)C)CC1=CC(=C(C=C1)S(N)(=O)=O)F